2-Amino-4-(3-(3-cyclopropyl-3-hydroxyazetidin-1-yl)-5-fluoro-7,9-dihydrofuro[3,4-f]quinazolin-6-yl)-7-fluorothieno[3,2-c]pyridine-3-carbonitrile NC1=C(C=2C(=NC=C(C2S1)F)C=1C2=C(C=3C=NC(=NC3C1F)N1CC(C1)(O)C1CC1)COC2)C#N